(S)-2-amino-3-(4-((2-amino-7-(2-chloro-4-fluorobenzyl)-7H-pyrrolo[2,3-d]pyrimidin-4-yl)oxy)phenyl)propionic acid hydrochloride Cl.N[C@H](C(=O)O)CC1=CC=C(C=C1)OC=1C2=C(N=C(N1)N)N(C=C2)CC2=C(C=C(C=C2)F)Cl